O-(((2S,3S,5S)-3-azido-5-(5-methyl-2,4-dioxo-3,4-dihydropyrimidin-1(2H)-yl)tetrahydrofuran-2-yl)methyl) O,S-dihydrogen phosphorothioate P(OC[C@H]1O[C@@H](C[C@@H]1N=[N+]=[N-])N1C(NC(C(=C1)C)=O)=O)(O)(S)=O